4-(4,4-difluoroazepan-1-yl)-N-(3-(methylsulfinyl)phenyl)-6-(trifluoromethyl)pyridazine-3-carboxamide FC1(CCN(CCC1)C1=C(N=NC(=C1)C(F)(F)F)C(=O)NC1=CC(=CC=C1)S(=O)C)F